Cl.Cl.NCC1=CC=C(C=C1)C=1N(N=C2C1N=CN(C2=O)CC2(CCN(CC2)CC2=CC=C(C=C2)C=2OC=CC2)O)C 3-(4-(aminomethyl)phenyl)-6-((1-(4-(furan-2-yl)benzyl)-4-hydroxypiperidin-4-yl)methyl)-2-methyl-2,6-dihydro-7H-pyrazolo[4,3-d]pyrimidin-7-one dihydrochloride